[Si](C)(C)(C(C)(C)C)OCC1CCC(CC1)CCCCC(=O)OC methyl 5-(4-(((tert-butyldimethylsilyl)oxy)methyl)cyclohexyl)pentanoate